4-(difluoromethoxy)-2-cyclopropylaniline FC(OC1=CC(=C(N)C=C1)C1CC1)F